FC=1C=NC(=NC1)N1CCC(CC1)(C(=O)N1[C@@H](COC2=C(C1)C=NC=C2C#N)C)OC (3R)-4-[1-(5-fluoropyrimidin-2-yl)-4-methoxy-piperidine-4-carbonyl]-3-methyl-3,5-dihydro-2H-pyrido[3,4-f][1,4]oxazepine-9-carbonitrile